BrC1=C(C=C(C=C1CO)NC(OC(C)(C)C)=O)OCCO[Si](C)(C)C(C)(C)C tert-butyl N-[4-bromo-3-[2-[tert-butyl(dimethyl)silyl]oxyethoxy]-5-(hydroxymethyl) phenyl]carbamate